C(\C=C\C(=O)[O-])(=O)[O-].[Ca+2] Calcium fumarat